3-chloro-2-fluoropyridine-4-boronic acid ClC=1C(=NC=CC1B(O)O)F